FC=1C=CC2=C(C(=NO2)N)C1C1=C(C=C(C=C1F)F)F 5-fluoro-4-(2,4,6-trifluorophenyl)-1,2-benzoxazol-3-amine